5,13-dithia-1,17-heptadecanediol C(CCCSCCCCCCCSCCCCO)O